ClC1=CC=C2C(=NN(C2=C1)C1=CC(=CC=C1)S(=O)(=O)C)C(C)N1N=C(C=2C1=NC=NC2N)C2=CC(=C(C=C2)OC(C)C)F (1-(6-chloro-1-(3-(methylsulfonyl)phenyl)-1H-indazol-3-yl)ethyl)-3-(3-fluoro-4-isopropoxyphenyl)-1H-pyrazolo[3,4-d]pyrimidin-4-amine